4,4'-bis((2-anilino-4-(bis(2-hydroxyethyl)amino)-1,3,5-triazin-6-yl)amino)stilbene-2,2'-disulfonic acid N(C1=CC=CC=C1)C1=NC(=NC(=N1)N(CCO)CCO)NC=1C=C(C(=CC1)C=CC=1C(=CC(=CC1)NC1=NC(=NC(=N1)NC1=CC=CC=C1)N(CCO)CCO)S(=O)(=O)O)S(=O)(=O)O